6-(1-Cyclohexyl-1-(5-methylpyridin-2-yl)propyl)pyridin-2(1H)-one C1(CCCCC1)C(CC)(C1=NC=C(C=C1)C)C1=CC=CC(N1)=O